2-(5-(2-((S)-2-Methylazetidin-1-yl)-6-(trifluoromethyl)pyrimidin-4-yl)hexahydropyrrolo[3,4-c]pyrrol-2(1H)-yl)acetic acid C[C@@H]1N(CC1)C1=NC(=CC(=N1)N1CC2C(C1)CN(C2)CC(=O)O)C(F)(F)F